ClC=1C=C(C=C(C1)F)NC(=O)NC1=CC(=CC(=C1)Br)Br 1-(3-chloro-5-fluorophenyl)-3-(3,5-dibromophenyl)urea